CCCC1C(CCC(=O)OCC2CC3C(C(C2)C)O3)O1 4-epoxy-6-methylcyclohexylmethyl 3,4-epoxy-6-methylhexanecarboxylate